C1(=C(C=CC=C1)C1=NC2=CC=CC=C2C=C1)C1=CC=CC=C1 (biphenylyl)quinoline